C/C(=C/C(SC1=CC=C(C=C1)O)=O)/C=C/C=C(/C=C/C1=C(C(CCC1(C)C)C=1N=CSC1)C)\C (2Z,4E,6E,8E)-S-(4-hydroxyphenyl) 3,7-dimethyl-9-(2,6,6-trimethyl-3-(thiazol-4-yl)cyclohex-1-en-1-yl)nona-2,4,6,8-tetraenethioate